O=S1(N(CCC1)C12CC(C1)(C2)N2C(N1[C@@H](CNCC1)C2)=O)=O (S)-2-(3-(1,1-dioxoisothiazolin-2-yl)bicyclo[1.1.1]pentan-1-yl)hexahydroimidazo[1,5-a]pyrazin-3(2H)-one